N-(5-CYANO-6-(2H-1,2,3-TRIAZOL-2-YL)PYRIDIN-3-YL)-4-CYCLOPROPYL-3-ISOPROPYLISOTHIAZOLE-5-CARBOXAMIDE C(#N)C=1C=C(C=NC1N1N=CC=N1)NC(=O)C1=C(C(=NS1)C(C)C)C1CC1